4,6-bis(biphenyl-4-yl)-2-(3-chloro-phenyl)-benzoxazole C1(=CC=C(C=C1)C1=CC(=CC2=C1N=C(O2)C2=CC(=CC=C2)Cl)C2=CC=C(C=C2)C2=CC=CC=C2)C2=CC=CC=C2